ClC1=C(C=CC(=C1)OC1=CC(=CC=C1)C(=O)NN)NC(OC(C)(C)C)=O tert-Butyl {2-Chloro-4-[3-(hydrazinylcarbonyl)phenoxy]phenyl}carbamate